C(C1=CC=CC=C1)N1N=CC2=C1NC(C=C2)=O 1-Benzyl-1,7-dihydro-6H-pyrazolo[3,4-b]pyridin-6-one